C1=CC=CC=2S(C3=C(C21)C=CC=C3)(=S)=S.C3(=CC=CC=C3)OP(=O)(OC3=CC=CC=C3)OC3=CC=CC=C3 triphenyl-phosphate-dibenzothiophene disulfide